O=C1C=CN=C(N1)C12CC(C(C1)C2)N2CCN(CC2)C(=O)OCC2=CC=CC=C2 benzyl 4-(4-(6-oxo-1,6-dihydropyrimidin-2-yl)bicyclo[2.1.1]hexan-2-yl)piperazine-1-carboxylate